(3S)-3-[[(benzyloxy)carbonyl]amino]-4-oxobutanoic acid methyl ester COC(C[C@@H](C=O)NC(=O)OCC1=CC=CC=C1)=O